C(C=C)(=O)N1C[C@H](N(CC1)S(=O)(=O)C)C=1C=C(C=C(C1)Cl)C1=CC(=CC=C1)NC(C)=O (R)-N-(3'-(4-acryloyl-1-(methylsulfonyl)piperazin-2-yl)-5'-chloro-[1,1'-biphenyl]-3-yl)acetamide